5,5-dimethyltetrahydrofuran-3-carbaldehyde CC1(CC(CO1)C=O)C